OC(CC(=O)O)CCCCC\C=C/CCCCCCCC 3-hydroxyoleic acid